FC=1C(=NC(=NC1NC1=NNC(=C1)C)NC1C2CC3(CC(CC1C3)C2)O)OC Trans-4-[(5-fluoro-4-methoxy-6-[(5-methyl-1H-pyrazol-3-yl)amino]pyrimidin-2-yl)amino]adamantan-1-ol